ClC=1C(=NC(=NC1)N[C@H]1[C@@H]([C@@H]2CO[C@H](C1)O2)O)C=2C=C(C1=C(N(C(=N1)[C@H]1CC(CC1)(F)F)C(C)C)C2)F (1S,2S,3R,5S)-3-((5-chloro-4-(2-((R)-3,3-difluorocyclopentyl)-4-fluoro-1-isopropyl-1H-benzo[d]imidazol-6-yl)pyrimidin-2-yl)amino)-6,8-dioxabicyclo[3.2.1]octan-2-ol